3-(3-aminobenzyl)-7-((6-chloropyridin-2-yl)oxy)-5-methyl-3,5-dihydro-4H-pyridazino[4,5-b]indol-4-one NC=1C=C(CN2N=CC3=C(N(C=4C=C(C=CC34)OC3=NC(=CC=C3)Cl)C)C2=O)C=CC1